COC1=C(CC(N)C)C=C(C(=C1)SC1=CC=CC=C1)OC 2,5-dimethoxy-4-phenylthioamphetamine